1-(5-((5-(methylsulfonyl)-2,5-diazabicyclo[2.2.2]octan-2-yl)methyl)benzo[d]isoxazol-3-yl)dihydropyrimidine-2,4(1H,3H)-dione CS(=O)(=O)N1C2CN(C(C1)CC2)CC=2C=CC1=C(C(=NO1)N1C(NC(CC1)=O)=O)C2